2-chloro-4-fluoro-3-(4,4,5,5-tetramethyl-1,3,2-dioxaborolan-2-yl)aniline ClC1=C(N)C=CC(=C1B1OC(C(O1)(C)C)(C)C)F